OC1(CC1)C(=O)N[C@H](C(=O)N1[C@@H]([C@H]2C([C@H]2C1)(C)C)C(=O)O)C(C)(C)C (1R,2S,5S)-3-((S)-2-(1-hydroxycyclopropane-1-carboxamido)-3,3-dimethylbutanoyl)-6,6-dimethyl-3-azabicyclo[3.1.0]hexane-2-carboxylic acid